ClC=1C(=C(NC=2C3=C(N=CN2)C=CC(=N3)O[C@@H]3CN(CC3)C(=O)OC(C)(C)C)C=CC1OCC1(CCC1)F)F tert-butyl (3S)-3-[4-[3-chloro-2-fluoro-4-[(1-fluorocyclobutyl)methoxy]anilino]pyrido[3,2-d]pyrimidin-6-yl]oxypyrrolidine-1-carboxylate